(Z)-2-cyano-3-hydroxy-N-[3-(hydroxymethyl)phenyl]-3-(5-methylisoxazol-4-yl)prop-2-enamide ruthenium nickel aluminum [Al].[Ni].[Ru].C(#N)/C(/C(=O)NC1=CC(=CC=C1)CO)=C(\C=1C=NOC1C)/O